1-propane-sulfonamide C(CC)S(=O)(=O)N